IC=1[C@]2(C)[C@@H](CC1)[C@@H]1CC=C3C[C@H](CC[C@]3(C)[C@H]1CC2)O 17-iodo-androsta-5,16-diene-3beta-ol